O=C1NC(CCC1N1C(C2=CC=C(C(=C2C1)OCC(=O)OC(C)(C)C)OC)=O)=O tert-butyl 2-((2-(2,6-dioxopiperidin-3-yl)-5-methoxy-1-oxoisoindolin-4-yl)oxy)acetate